2-((5-Chloro-1-methyl-3-(6-methylpyridin-2-yl)-1H-pyrazol-4-yl)methyl)-8-(3,3-dimethylbutyl)-2,8-diazaspiro[4.5]decan-3-one ClC1=C(C(=NN1C)C1=NC(=CC=C1)C)CN1CC2(CC1=O)CCN(CC2)CCC(C)(C)C